C(C)(C)(C)OC(=O)N1C(CCCC1)C1=NN=C(N1)C1=CC=C(C=C1)C 2-(5-(p-tolyl)-4H-1,2,4-triazol-3-yl)piperidine-1-carboxylic acid tert-butyl ester